BrC1=CC=C(S1)[C@H]1N([C@@H](CC2=C1N(C1=CC=CC=C21)C(=O)OC(C)(C)C)C)CC(F)F tert-butyl (1S,3R)-1-(5-bromothiophen-2-yl)-2-(2,2-difluoroethyl)-3-methyl-1,2,3,4-tetrahydro-9H-pyrido[3,4-b]indole-9-carboxylate